C=1N=CN2C1C1=CC=CC=C1C2C2C(C=1N(CC2)C=NC1)O 7-(5H-Imidazo[4,3-a]isoindol-5-yl)-5H,6H,7H,8H-imidazo[1,5-a]pyridin-8-ol